6-Fluoro-1-methyl-2H-benzo[d][1,3]oxazine-2,4(1H)-dione FC1=CC2=C(N(C(OC2=O)=O)C)C=C1